N1(CCC1)C1CCN(CC1)C1=C(C=C(C=C1)NC=1N=C(C2=C(N1)SC=C2C)NC2=NC(=CC=C2)C(F)(F)F)OC N2-(4-(4-(azetidin-1-yl)piperidin-1-yl)-3-methoxyphenyl)-5-methyl-N4-(6-(trifluoromethyl)pyridine-2-yl)thieno[2,3-d]pyrimidine-2,4-diamine